N[C@H](C(=O)N1CCC(CC1)CCCC1=CC2=C(N(C(N2C)=O)N2C(CCCC2=O)=O)C=C1)C1CCCCC1 [5-(3-{1-[(2S)-2-amino-2-cyclohexylacetyl]Piperidin-4-yl}propyl)-3-methyl-2-oxo-1,3-benzodiazol-1-yl]Piperidine-2,6-dione